C(=C)C1=CC=C(C=C1)NC(=O)NC1=CC=C(C=C1)C=C 1,3-bis(4-vinylphenyl)urea